C(C)(C)(C)OC(=O)N1C(CC2(CC1)OCCC1=C2SC(=C1)I)C 2-iodo-2'-methyl-spiro[4,5-dihydrothieno[2,3-C]pyran-7,4'-piperidine]-1'-carboxylic acid tert-butyl ester